6-formyl-3-hydroxyphenolate C(=O)C1=CC=C(C=C1[O-])O